CC1=NC=C(C=C1NC(=O)C=1C=C2C=CC(=NC2=CC1)OCCN1CCCC1)[N+](=O)[O-] N-(2-Methyl-5-nitropyridin-3-yl)-2-(2-(pyrrolidin-1-yl)ethoxy)quinoline-6-carboxamide